6-(ethoxycarbonyl)-3-(methyl-d3)quinoline 1-oxide C(C)OC(=O)C=1C=C2C=C(C=[N+](C2=CC1)[O-])C([2H])([2H])[2H]